[4-(trifluoromethyl)-1,3-thiazol-2-yl]-1,4-dihydro-1,8-naphthyridine-3-carboxylic acid FC(C=1N=C(SC1)N1C=C(CC2=CC=CN=C12)C(=O)O)(F)F